(S)-quinuclidin-3-yl (5-(2-butoxy-5-fluorophenyl)-2,2-dimethyl-2,3-dihydro-1H-inden-1-yl)carbamate C(CCC)OC1=C(C=C(C=C1)F)C=1C=C2CC(C(C2=CC1)NC(O[C@@H]1CN2CCC1CC2)=O)(C)C